N-[5-[5-(difluoromethyl)-2-[[(1R,5S)-9-methyl-3-oxa-9-azabicyclo[3.3.1]nonan-7-yl]oxy]phenyl]pyrazolo[1,5-a]pyridin-2-yl]cyclopropanecarboxamide FC(C=1C=CC(=C(C1)C1=CC=2N(C=C1)N=C(C2)NC(=O)C2CC2)OC2C[C@H]1COC[C@@H](C2)N1C)F